N1(CCC1)C1=C(C=C2C(=NC=NC2=C1)NC1=CC(=NC=C1)C1=C(C=CC=C1)F)NC(C(=C)F)=O N-(7-(azetidin-1-yl)-4-((2-(2-fluorophenyl)pyridin-4-yl)amino)quinazolin-6-yl)-2-fluoroacrylamide